1-(tert-butyl)-N-((3-(7-(((3R,4S)-4-fluoropyrrolidin-3-yl)amino)-3-(2,2,2-trifluoroethyl)benzofuran-2-yl)-1,2,4-oxadiazol-5-yl)methyl)-1H-pyrazole-4-carboxamide C(C)(C)(C)N1N=CC(=C1)C(=O)NCC1=NC(=NO1)C=1OC2=C(C1CC(F)(F)F)C=CC=C2N[C@@H]2CNC[C@@H]2F